4-azido-3-methyl-3-(trifluoromethyl)-2,3-dihydro-1H-pyrrolo[2,3-d]Pyridazine N(=[N+]=[N-])C1=C2C(=CN=N1)NCC2(C(F)(F)F)C